[Au].[Cu] Copper-gold